2-hydroxyethyl-DL-asparagine OCCN[C@@H](CC(N)=O)C(=O)O |r|